C(C)(C)(C)OC(=O)N1C=C(C=2C1=CN=CC2)CN2N=CC1=C(C2=O)N(C2=C1CCN(C2)S(NCC)(=O)=O)C 3-((7-(N-ethylsulfamoyl)-5-methyl-4-oxo-4,5,6,7,8,9-hexahydro-3H-pyrido[4',3':4,5]pyrrolo[2,3-d]pyridazin-3-yl)methyl)-1H-pyrrolo[2,3-c]pyridine-1-carboxylic acid tert-butyl ester